{N'-{1-(3,4-Dimethylphenyl)-3-methyl-5-oxo-1,5-dihydropyrazol-4-ylidene}hydrazino}-2'-hydroxybiphenyl-3-carboxylic acid CC=1C=C(C=CC1C)N1N=C(C(C1=O)=NNC1=C(C=CC=C1C(=O)O)C1=C(C=CC=C1)O)C